BrC1=CC(=C(C(=O)OC(C)(C)C)C=C1)C1CCCC1 tert-butyl 4-bromo-2-cyclopentyl-benzoate